azo-bis-propaneamine N(=NCCCN)CCCN